C1(CC1)OC=1C(=C(C=CC1)N1C(=C2C=NN(C(C2=C1C)=O)C1=NC=CC=C1)C)F 6-[3-(Cyclopropoxy)-2-fluoro-phenyl]-5,7-dimethyl-3-(2-pyridyl)pyrrolo[3,4-d]pyridazin-4-one